NC1=C(CC(S1)COC1=CC=CC=C1)C#N 5-amino-2-(phenoxymethyl)-2,3-dihydrothiophene-4-carbonitrile